FC1(CC(CC1)NC=1C2=C(N=C(N1)NC1=CC=C(C=3OCCOC31)C3=CC=NN3C)NC=C2C#N)F 4-((3,3-difluorocyclopentyl)amino)-2-((8-(1-methyl-1H-pyrazol-5-yl)-2,3-dihydrobenzo[b][1,4]dioxin-5-yl)amino)-7H-pyrrolo[2,3-d]pyrimidine-5-carbonitrile